BrC1=C(C(=O)O)C=CN=C1 3-bromoisonicotinic acid